C(CC#C)C1(N=N1)C=CC(=O)NC1CC2=CC=CC=C2C1 3-(3-(but-3-yn-1-yl)-3H-diazirin-3-yl)-N-(2,3-dihydro-1H-inden-2-yl)propenamide